N-[[4-[5-(trifluoromethyl)-1,2,4-oxadiazol-3-yl]phenyl]methyl]butanamide FC(C1=NC(=NO1)C1=CC=C(C=C1)CNC(CCC)=O)(F)F